3-[5-[4-[2-[3-[4-[(1R,2S)-6-hydroxy-2-phenyl-tetralin-1-yl]phenoxy]cyclobutyl]-2-oxo-ethyl]piperazin-1-yl]-7-methoxy-1-oxo-isoindolin-2-yl]piperidine-2,6-dione OC=1C=C2CC[C@@H]([C@@H](C2=CC1)C1=CC=C(OC2CC(C2)C(CN2CCN(CC2)C=2C=C3CN(C(C3=C(C2)OC)=O)C2C(NC(CC2)=O)=O)=O)C=C1)C1=CC=CC=C1